CC1(CNC(N1)(C)C)C 2,2,5,5-tetramethylimidazoline